(S)-2-methyl-N-(4-phenyl-1-(pyrimidin-2-yl)butyl)propane-2-sulfinamide CC(C)(C)[S@](=O)NC(CCCC1=CC=CC=C1)C1=NC=CC=N1